C(C)(C)(C)C1=CC=C(C[C@H](N)C(=O)O)C=C1 4-tert-butyl-phenylalanine